NC1=CC(=C2NC(CCCCC[C@](C3=NN=C(C1=N2)O3)(O)C(F)(F)F)C(C)C)C(F)(F)F (6R)-17-amino-12-isopropyl-6,15-bis(trifluoromethyl)-19-oxa-3,4,13,18-tetrazatricyclo[12.3.1.12,5]nonadeca-1(18),2,4,14,16-pentaen-6-ol